NC=1C2=C(N=CN1)N(C(=C2C2=CC=C(C=C2)OC2=NC(=CC=C2)C)C#CC2[C@@H]1CN(C[C@H]21)C(C=C)=O)C2COCC2 1-[(1R,5S,6S)-6-[2-(4-amino-5-[4-[(6-methylpyridin-2-yl)oxy]phenyl]-7-(oxolan-3-yl)-7H-pyrrolo[2,3-d]pyrimidin-6-yl)ethynyl]-3-azabicyclo[3.1.0]hexan-3-yl]prop-2-en-1-one